C(C)(C)(C)OC(N([C@@H](CCO)C1=NC=C(N=C1)C)O)=O.C1(=CC=CC=C1)SC1=CC=C(C=C1)C(CCCCCCC)=O 1-[4-(phenylthio)phenyl]octane-1-one Tert-butyl-N-hydroxy-N-[(1S)-3-hydroxy-1-(5-methylpyrazin-2-yl)propyl]carbamate